(R)-2-((1R,3R,5S)-3-((3S,4R)-1-(5-chloropyrimidin-2-yl)-3-ethoxypiperidin-4-yl)-8-azabicyclo[3.2.1]oct-8-yl)-2-cyclopropylacetamide ClC=1C=NC(=NC1)N1C[C@H]([C@H](CC1)C1C[C@H]2CC[C@@H](C1)N2[C@@H](C(=O)N)C2CC2)OCC